1,1,1,4-tetrabromo-4-methoxybutan-2-one BrC(C(CC(OC)Br)=O)(Br)Br